4-(octadecyloxy)benzaldehyde C(CCCCCCCCCCCCCCCCC)OC1=CC=C(C=O)C=C1